5-(3-((2-(difluoromethoxy)-6-methylpyridin-3-yl)carbamoyl)-3-(2-isopropylphenyl)azetidin-1-yl)pyrazine-2-carboxylic acid FC(OC1=NC(=CC=C1NC(=O)C1(CN(C1)C=1N=CC(=NC1)C(=O)O)C1=C(C=CC=C1)C(C)C)C)F